C1(=CC(=CC=C1)C(CC(=O)C1=CC=C(C=C1)OC(C)(C)C)=O)C(CC(=O)C1=CC=C(C=C1)OC(C)(C)C)=O 3,3'-(1,3-phenylene)bis[1-(4-tert-butoxyphenyl)-1,3-propanedione]